5-amino-8-(2,6-dimethyl-4-pyridinyl)-7-phenyl-2-[[(2R)-tetrahydrofuran-2-yl]methyl]-[1,2,4]triazolo[4,3-c]pyrimidin-3-one NC1=NC(=C(C=2N1C(N(N2)C[C@@H]2OCCC2)=O)C2=CC(=NC(=C2)C)C)C2=CC=CC=C2